(S)-(3-aminopyrrolidin-1-yl)(5-(4-(1-cyclopentylpiperidin-4-yl)phenyl)-3-methylthiophen-2-yl)methanone N[C@@H]1CN(CC1)C(=O)C=1SC(=CC1C)C1=CC=C(C=C1)C1CCN(CC1)C1CCCC1